FC1(C[C@@]12CN(CC2)C=2N=CC(=C1C=C(N=CC21)NC2=NC(=NC=C2)N2C[C@]([C@@H](CC2)O)(C)F)C(C)C)F (3S,4R)-1-(4-((8-((S)-1,1-difluoro-5-azaspiro[2.4]heptan-5-yl)-5-isopropyl-2,7-naphthyridin-3-yl)amino)pyrimidin-2-yl)-3-fluoro-3-methylpiperidin-4-ol